N-(5-chloro-2-propoxybenzyl)-1-(piperidin-4-yl)methanamine ClC=1C=CC(=C(CNCC2CCNCC2)C1)OCCC